(S)-2-oxo-3-pyrrolidinepropanoate O=C1NCC[C@@H]1CCC(=O)[O-]